C(C)OC(CCCC1=C(C=C(C=C1)C=O)[N+](=O)[O-])=O 4-(4-formyl-2-nitrophenyl)butanoic acid ethyl ester